6-(4-(1-cyclopropyl-1H-pyrazol-4-yl)-2,6-difluorobenzyl)-N-((3R,4S)-3-hydroxytetrahydro-2H-pyran-4-yl)-5-oxo-5,6-dihydro-1,6-naphthyridine-8-carboxamide C1(CC1)N1N=CC(=C1)C1=CC(=C(CN2C(C=3C=CC=NC3C(=C2)C(=O)N[C@@H]2[C@H](COCC2)O)=O)C(=C1)F)F